N-(1,1-bis(4-fluorophenyl)allyl)benzamide diethyl-2-[(1-{[6-chloro-5-(trifluoromethyl)(2-pyridyl)]amino}-4-methyl-2,5-dioxoazolin-3-yl)methyl]propane-1,3-dioate C(C)OC(C(C(=O)OCC)CC=1C(N(C(C1C)=O)NC1=NC(=C(C=C1)C(F)(F)F)Cl)=O)=O.FC1=CC=C(C=C1)C(C=C)(C1=CC=C(C=C1)F)NC(C1=CC=CC=C1)=O